C1(CC1)C(CCC(=O)N1CCN(CC1)C1=C(C(=CC=C1)F)C)=O 1-cyclopropyl-4-[4-(3-fluoro-2-methyl-phenyl)piperazin-1-yl]butane-1,4-dione